N-(2-((5-cyano-4-((2-isopropoxyphenyl)amino)pyrimidin-2-yl)amino)-4-fluoro-5-(4-(4-methyl-2-oxopiperazin-1-yl)piperidin-1-yl)phenyl)acrylamide C(#N)C=1C(=NC(=NC1)NC1=C(C=C(C(=C1)F)N1CCC(CC1)N1C(CN(CC1)C)=O)NC(C=C)=O)NC1=C(C=CC=C1)OC(C)C